4-amino-7-cyclopropyl-1-(4-methyloxazol-5-yl)pyrido[2,3-d]pyrimidin-2-one NC=1C2=C(N(C(N1)=O)C1=C(N=CO1)C)N=C(C=C2)C2CC2